2-furyl methyl ketone CC(=O)C=1OC=CC1